P1(=O)(OC2=C(C=C(C=C2C(C)(C)C)C(C)(C)C)CC2=C(C(=CC(=C2)C(C)(C)C)C(C)(C)C)O1)[O-] methylene-bis(4,6-di-tert-butylphenyl) phosphate